ClC1=C(C=CC=C1)C1C(=C(NC(=C1C(=O)OOC)C)COCCN[C@@H](CC(=O)O)C(=O)O)C(=O)OOCC N-(2-{[4-(2-chlorophenyl)-3-(ethoxycarboxyl)5-(methoxycarboxyl)-6-methyl-1,4-dihydro-2-pyridinyl]methoxy}-ethyl)aspartic acid